NC(CC(=O)O)C(NC(COC(=O)C1CCCC1)CO)=O 3-amino-3-{[1-(cyclopentanecarbonyloxy)-3-hydroxypropan-2-yl]carbamoyl}propanoic acid